1-[[4-[5-(trifluoromethyl)-1,2,4-oxadiazol-3-yl]phenyl]methyl]pyrazole-4-carbonitrile FC(C1=NC(=NO1)C1=CC=C(C=C1)CN1N=CC(=C1)C#N)(F)F